1-fluoro-3-(isocyanatomethyl)benzene FC1=CC(=CC=C1)CN=C=O